COC1=NC=C(C2=CC=CC=C12)CCCN 2-((1-methoxyisoquinolin-4-yl)methyl)ethan-1-amine